C(C=C)(=O)OCCCCCCCCCCC[Si](OC)(OC)CCC acryloyloxyundecyl-propyl-dimethoxysilane